5-bromospiro[2-benzofuran-1,3'-oxetan]-3-one BrC1=CC2=C(C=C1)C1(COC1)OC2=O